2,5-dihydro-2,4,5-trimethylthiazoline CC1C(SC(=N1)C)C